2-(Cyclopropylmethyl)-5-((4-(piperidin-1-yl)phenyl)amino)isoindolin-1-one tert-Butyl-3-(2-bromophenyl)-4-((4-chloro-2-methylbenzyl)carbamoyl)-2,5-dihydro-1H-pyrrole-1-carboxylate C(C)(C)(C)OC(=O)N1CC(=C(C1)C(NCC1=C(C=C(C=C1)Cl)C)=O)C1=C(C=CC=C1)Br.C1(CC1)CN1C(C2=CC=C(C=C2C1)NC1=CC=C(C=C1)N1CCCCC1)=O